ClC1=C(C=2N=C(N=C(C2C(=N1)NCCO)O)SC)F 7-chloro-8-fluoro-5-(2-hydroxyethyl)amino-2-methylsulfanyl-pyrido[4,3-d]pyrimidin-4-ol